[La].[N+](=O)([O-])[C] nitrocarbon lanthanum